2-ethoxy(vinyl-vinyl)-4,4,5,5-tetramethyl-1,3,2-dioxaborolane C(C)OB1OC(C(O1)(C)C)(CC=CC=C)C